O=C1CCC(N1C1=CC=CC=C1)C(=O)[O-] 5-oxo-1-phenylpyrrolidine-2-carboxylate